C1(CC1)C=1C=C(C(N(N1)C)=O)N=C=S 6-cyclopropyl-4-isothiocyanato-2-methylpyridazin-3(2H)-one